CC(C(=O)OCC(CBr)(CBr)COC(C)=O)C 3-bromo-2-{[acetyloxy]methyl}-2-(bromomethyl)propyl 2-methylpropanoate